7-bromo-1-ethyl-3,4-dihydropyrazino[2,3-b]Pyrazin-2(1H)-one BrC1=CN=C2C(=N1)N(C(CN2)=O)CC